2-hydroxy-4-(methacryloyloxyethyl)benzophenone OC1=C(C(=O)C2=CC=CC=C2)C=CC(=C1)CCOC(C(=C)C)=O